(2S)-4,4,4-trifluoro-2-(4-fluorophenyl)-N-{4-[7-(pyridin-2-yl)-5H-pyrrolo[2,3-b]pyrazin-6-yl]pyridin-2-yl}butanamide FC(C[C@H](C(=O)NC1=NC=CC(=C1)C1=C(C=2C(=NC=CN2)N1)C1=NC=CC=C1)C1=CC=C(C=C1)F)(F)F